((2S,4S)-4-(4-(trifluoromethyl)phenoxy)pyrrolidin-2-yl)methanol FC(C1=CC=C(O[C@H]2C[C@H](NC2)CO)C=C1)(F)F